FC=1C(=NC(=NC1)N1CCC(CC1)C(=O)OC)OC methyl 1-(5-fluoro-4-methoxy-pyrimidin-2-yl)piperidine-4-carboxylate